5,6-Difluoro-7-((((trans)-3-fluoro-1-methylpiperidin-4-yl)methyl)amino)-2-(((tetrahydro-2H-pyran-4-yl)thio)methyl)quinazolin-4(3H)-one FC1=C2C(NC(=NC2=CC(=C1F)NC[C@H]1[C@@H](CN(CC1)C)F)CSC1CCOCC1)=O